sodium lead alloyl-(5-bromoisoindolin-2-yl)-2-hydroxyethan-1-one C(C=C)(=O)C(C(=O)N1CC2=CC=C(C=C2C1)Br)O.[Pb].[Na]